C(C)OC=1C=C(C=CC1F)[C@H](C)NC(=O)C=1C=NC2=C(N=C(C=C2C1N1CCN[C@H](CC1)C)C)OC N-[(S)-1-(3-ethoxy-4-fluorophenyl)ethyl]-4-[(S)-5-methyl-1,4-diazepan-1-yl]-8-methoxy-6-methyl-1,7-diaza-3-naphthamide